OC1=C(C(=CC(=C1CN(C(=O)C1CCCCC1)C)CCCCC)O)C1C(CCC(=C1)C)C(=C)C N-((2,6-dihydroxy-5'-methyl-4-pentyl-2'-(prop-1-en-2-yl)-1',2',3',4'-tetrahydro-[1,1'-biphenyl]-3-yl)methyl)-N-methylcyclohexanecarboxamide